CC1=CC(=NN1)NC1=NC(=CC2=C1N=CN2)NC2CC1CCC(C2)N1CCC#N 3-((3-Exo)-3-((4-((5-methyl-1H-pyrazol-3-yl)amino)-1H-imidazo[4,5-c]pyridin-6-yl)amino)-8-azabicyclo[3.2.1]oct-8-yl)propionitrile